C1(CC1)C=1N=C(N(C1)C)C1=CC=C(CN2C3=NC(=NC=C3N(C2=O)C)C=2C(=NC=CC2)C(C)C)C=C1 (4-(4-cyclopropyl-1-methyl-1H-imidazol-2-yl)benzyl)-2-(2-isopropylpyridin-3-yl)-7-methyl-7,9-dihydro-8H-purin-8-one